C=CC1=CC=C(C=C1)S(=O)[O-].[Na+] sodium 4-styrenesulfinate